C(#N)C=1C=CC(=NC1)C1=C(C(N(C2=NC=CC=C12)CCN1CCOCC1)=O)C(=O)NC1CCC(CC1)C (5-cyanopyridin-2-yl)-N-(4-methylcyclohexyl)-1-(2-morpholinoethyl)-2-oxo-1,2-dihydro-1,8-naphthyridine-3-carboxamide